2-(3-chlorophenyl)-N-((2-(2,6-dioxopiperidin-3-yl)-1-oxoisoindolin-4-yl)methyl)-2-oxoacetamide ClC=1C=C(C=CC1)C(C(=O)NCC1=C2CN(C(C2=CC=C1)=O)C1C(NC(CC1)=O)=O)=O